CN(C1=CC=C(N=N1)N1CC2=CC=C(C=C2CC1)C(=O)N)C1CCNCC1 2-(6-(methyl(piperidin-4-yl)amino)pyridazin-3-yl)-1,2,3,4-tetrahydroisoquinoline-6-carboxamide